2-Bromo-4'-fluoro-[1,1'-biphenyl]-4-amine BrC1=C(C=CC(=C1)N)C1=CC=C(C=C1)F